N5-(2,4-dimethoxybenzyl)-3-ethyl-8-(4-(4-(4-ethylpiperazin-1-yl)piperidin-1-yl)-3-methoxyphenyl)-N2-(tetrahydro-2H-pyran-4-yl)pyrido[3,4-b]pyrazine-2,5-diamine COC1=C(CNC2=NC=C(C=3C2=NC(=C(N3)NC3CCOCC3)CC)C3=CC(=C(C=C3)N3CCC(CC3)N3CCN(CC3)CC)OC)C=CC(=C1)OC